BrC1=NN2C(C(NCC2)=O)=C1 2-Bromo-6,7-dihydro-5H-pyrazolo[1,5-a]pyrazin-4-one